tert-butyl 2-(4-(3-phenyl-5H-imidazo[1,2-c]pyrido[4,3-e][1,3]oxazin-2-yl)benzyl)-2,7-diazaspiro[3.5]nonane-7-carboxylate C1(=CC=CC=C1)C1=C(N=C2N1COC1=C2C=CN=C1)C1=CC=C(CN2CC3(C2)CCN(CC3)C(=O)OC(C)(C)C)C=C1